5-(1-methyl-1H-pyrazol-3-yl)thiazole CN1N=C(C=C1)C1=CN=CS1